B([O-])([O-])[O-].[Li+].[Mn+2].[Co+2].[Ni+2] nickel-cobalt-manganese-lithium borate